tert-butyl ((1r,4r)-4-((6-bromo-8-(bromomethyl)quinazolin-2-yl)amino)cyclohexyl)carbamate BrC=1C=C2C=NC(=NC2=C(C1)CBr)NC1CCC(CC1)NC(OC(C)(C)C)=O